tritylborane C(C1=CC=CC=C1)(C1=CC=CC=C1)(C1=CC=CC=C1)B